C(=C)C(C1=CC=CC=C1)N1CCCC1 N-(vinyl-benzyl)-pyrrolidine